9-(2-amino-6-(2,2,3,3,3-pentafluoropropoxy)pyrimidin-4-yl)-1-(3,4-difluorophenyl)-1,9-diazaspiro[5.5]undecan-2-one NC1=NC(=CC(=N1)N1CCC2(CCCC(N2C2=CC(=C(C=C2)F)F)=O)CC1)OCC(C(F)(F)F)(F)F